N1(CCC1)C=1C=C(C=CC1)N1C(=C2C(N(N=CC2=C1C)C1CCCC1)=O)C 6-(3-(azetidin-1-yl)phenyl)-2-cyclopentyl-5,7-dimethyl-2,6-dihydro-1H-pyrrolo[3,4-d]pyridazin-1-one